CCCOC(=O)Cl n-propyl chloroformate